6,6-dimethylpiperidin-3-amine CC1(CCC(CN1)N)C